4'-(3,3-difluorocyclobutoxy)-1'-(trifluoromethyl)spiro[1,3-dioxolane-2,7'-6H-cyclopenta[c]pyridine]-5'-one FC1(CC(C1)OC=1C2=C(C(=NC1)C(F)(F)F)C1(CC2=O)OCCO1)F